3-(2-methyl-5-((7-(4-methyl-1,4-diazepan-1-yl)heptyl)amino)-4-oxoquinazolin-3(4H)-yl)piperidine-2,6-dione CC1=NC2=CC=CC(=C2C(N1C1C(NC(CC1)=O)=O)=O)NCCCCCCCN1CCN(CCC1)C